4-[(1s,4r,5r)-5-{[5-cyclopropyl-3-(2,6-dichlorophenyl)-1,2-oxazol-4-yl]methoxy}-3-oxo-2-azabicyclo[2.2.1]heptan-2-yl]-2-ethylbenzoic acid C1(CC1)C1=C(C(=NO1)C1=C(C=CC=C1Cl)Cl)CO[C@H]1[C@@H]2C(N([C@H](C1)C2)C2=CC(=C(C(=O)O)C=C2)CC)=O